C(C)(C)C=1C(=NC(=NC1)NC1=C(C=C(C(=C1)[N+](=O)[O-])F)OC)N1CC(C2=NC(=CC=C21)C)(C)C isopropyl-2-((4-fluoro-2-methoxy-5-Nitrophenyl)amino)-4-(3,3,5-trimethyl-2,3-dihydro-1H-pyrrolo[3,2-b]pyridin-1-yl)pyrimidine